CN1N=C(N=N1)C(N1C2(CC2)CNCC1)C1=CC=CC=C1 4-((2-methyl-2H-tetrazol-5-yl)(phenyl)methyl)-4,7-diazaspiro[2.5]octane